pyrido[1,2-a]pyrimidine-6-carboxylic acid N1=C2N(CC=C1)C(=CC=C2)C(=O)O